BrC=1C=NN(C1C)[C@@H]1CCN(CCC1)C(=O)OC(C)(C)C tert-Butyl (4S)-4-(4-bromo-5-methylpyrazol-1-yl)azepane-1-carboxylate